ClC1=C2C(=NC=C1OC1=CC(=NC=C1F)NC(C)=O)N=C(N2C)NC=2C(N(C=C(C2)C(F)(F)F)C)=O N-(4-((7-chloro-1-methyl-2-((1-methyl-2-oxo-5-(trifluoromethyl)-1,2-dihydropyridin-3-yl)amino)-1H-imidazo[4,5-b]pyridin-6-yl)oxy)-5-fluoropyridin-2-yl)acetamide